[Si](C)(C)(C(C)(C)C)OCCNC1=C2C=C(C(N(C2=CC=C1)C)=O)C(=O)NC1=NC=CC=C1 5-[2-[tert-Butyl(dimethyl)silyl]oxyethylamino]-1-methyl-2-oxo-N-(2-pyridyl)quinoline-3-carboxamide